hexahydro-curcumin COC1CC(CCC1O)\C=C\C(=O)CC(=O)\C=C\C1=CC=C(O)C(OC)=C1